7-bromo-3-(3,3-difluorobutyl)-2-fluoro-5-(4-fluorophenyl)-8-methoxy-2,3,4,5-tetrahydrobenzo[b][1,4]thiazepine 1,1-dioxide BrC1=CC2=C(S(C(C(CN2C2=CC=C(C=C2)F)CCC(C)(F)F)F)(=O)=O)C=C1OC